C(C)(C)(C)C=1C=C(C=CC1)C1=CC(=C(O1)C)C(=O)NC1=NC(=NS1)CC(C)=O 5-(3-(Tert-butyl)phenyl)-2-methyl-N-(3-(2-oxopropyl)-1,2,4-thiadiazol-5-yl)furan-3-carboxamide